CC=1NC(=C(C(C1C(=O)OCCC#N)C1=C(C=CC=C1)[N+](=O)[O-])C(=O)OCCC#N)C Bis(2-cyanoethyl) 2,6-dimethyl-4-(2-nitrophenyl)-1,4-dihydropyridine-3,5-dicarboxylate